2-((2-chloro-4-(ethylsulfonyl)phenyl)thio)-5-methoxy-N-(5-methyl-1H-pyrazol-3-yl)-6-morpholinopyrimidin-4-amine ClC1=C(C=CC(=C1)S(=O)(=O)CC)SC1=NC(=C(C(=N1)NC1=NNC(=C1)C)OC)N1CCOCC1